C(C)(C)(C)OC(=O)N(C1=NC(=CC=2N1N=CC2C(=O)OC)OCCCC)C(=O)OC(C)(C)C methyl 7-(bis(tert-butoxycarbonyl) amino)-5-butoxypyrazolo[1,5-C]pyrimidine-3-carboxylate